FC(C(F)(F)F)(F)F hexafluoro-ethane